FC1(CC(C1)CN1N=CC(=C1)C=1C=NC2=CC=C(C(=C2N1)C=1CN(CC1)C(=O)OC(C)(C)C)OC=1C=CC2=C(NC(=N2)C)C1)F tert-butyl 3-(3-{1-[(3,3-difluorocyclobutyl)methyl]-1H-pyrazol-4-yl}-6-[(2-methyl-1H-1,3-benzodiazol-6-yl)oxy]quinoxalin-5-yl)-2,5-dihydro-1H-pyrrole-1-carboxylate